ClC=1C=NN(C1C(NC1=NC=C(C=C1C)C#CC=1SC=CC1)=O)C1CCN(CC1)C(=O)NCC 4-(4-chloro-5-((3-methyl-5-(thiophen-2-ylethynyl)pyridin-2-yl)carbamoyl)-1H-pyrazol-1-yl)-N-ethylpiperidine-1-carboxamide